C(C)(C)(C)OC(=O)N[C@@H](CCS)C(=O)OC(C)(C)C tert-butyl (tert-butoxycarbonyl)-Z-homocysteinate